(R)-(4-(2,2-difluoro-7-((5-methoxy-7-methyl-1H-indol-4-yl)methyl)-7-azaspiro[3.5]nonan-6-yl)phenyl)methanol FC1(CC2(C1)C[C@@H](N(CC2)CC2=C1C=CNC1=C(C=C2OC)C)C2=CC=C(C=C2)CO)F